BrC1=C(C=C(C(=C1)OC)C(F)(F)F)OCF 1-bromo-2-(fluoromethoxy)-5-methoxy-4-(trifluoromethyl)benzene